(R)- or (S)-2-(2-cyclopropyl-4-fluoro-6-isopropylphenyl)-N-(3-fluoro-5-(2-hydroxypropan-2-yl)thiophen-2-ylsulfonimidoyl)acetamide C1(CC1)C1=C(C(=CC(=C1)F)C(C)C)CC(=O)N[S@](=O)(=N)C=1SC(=CC1F)C(C)(C)O |o1:17|